OCCN1C(C2=CC=CC=C2C1=O)=O 2-(2-hydroxyethyl)-1,3-isoindolinedione